ClC1=NC=C(C(=C1)C1=C(C=NC(=C1)C)C(=O)NC=1SC2=C(N1)CN(C2)C(=O)C=2C=NC=NC2)OC 2'-chloro-5'-methoxy-6-methyl-N-(5-(pyrimidine-5-carbonyl)-5,6-dihydro-4H-pyrrolo[3,4-d]thiazol-2-yl)-[4,4'-bipyridine]-3-carboxamide